NC1=NC(=NN1CC1=CC=C(C=C1)C=C)NC 5-amino-3-methylamino-1-(4-vinylbenzyl)-1H-1,2,4-triazole